N1CCC(CC1)N1CCC2=C1N=C(N=C2OCC=2C=NC=CC2)N2CCOCC2 4-(7-(piperidin-4-yl)-4-(pyridin-3-ylmethoxy)-6,7-dihydro-5H-pyrrolo[2,3-d]pyrimidin-2-yl)morpholine